COC([C@H](C[C@H]1C(NCC1)=O)NC(=O)[C@H]1N(C[C@@H](C1)C)C(=O)OC(C)(C)C)=O (2S,4R)-tert-butyl 2-(((S)-1-methoxy-1-oxo-3-((S)-2-oxopyrrolidin-3-yl)propan-2-yl)carbamoyl)-4-methylpyrrolidine-1-carboxylate